C(C)(=O)N1CCC(CC1)NC(C1=NC=CC(=C1)N1C=NC=C1)=O N-(1-acetylpiperidin-4-yl)-4-(1H-imidazol-1-yl)picolinamide